Ethyl-4-bromo-3-methyl-7-[4-(trifluoromethoxy)phenyl]benzimidazole-5-carboxylate C(C)OC(=O)C1=C(C2=C(N=CN2C)C(=C1)C1=CC=C(C=C1)OC(F)(F)F)Br